5-(4-chloro-2-fluoro-phenyl)-2,3-dimethyl-7-((2R)-2-(thiophen-3-yl)morpholino)pyrido-[4,3-d]pyrimidin-4(3H)-one ClC1=CC(=C(C=C1)C1=NC(=CC=2N=C(N(C(C21)=O)C)C)N2C[C@H](OCC2)C2=CSC=C2)F